C=C(C)C1=CNC=2C1=C1CCN(CC1=CC2)C(=O)[O-] 1-(Prop-1-en-2-yl)-3,6,8,9-tetrahydro-7H-pyrrolo[3,2-f]isoquinoline-7-carboxylate